CC=1N=CC2=CC=C(C=C2C1)C=1C=C2CCC3(CCN(CC3)C(=O)OC(C)(C)C)OC2=CC1 tert-Butyl 6-(3-methyl-6-isoquinolyl)spiro[chromane-2,4'-piperidine]-1'-carboxylate